6-(4-amino-4-(2-(trifluoromethyl)phenyl)piperidine-1-yl)-3-(2,3-dichlorophenyl)-1H-pyrazolo[3,4-d]pyrimidine-4-carbonitrile NC1(CCN(CC1)C1=NC(=C2C(=N1)NN=C2C2=C(C(=CC=C2)Cl)Cl)C#N)C2=C(C=CC=C2)C(F)(F)F